CC1(C2=CC=CC=C2C=2C=CC(=CC12)C=1C=C(C=CC1)C1=CC(=CC=C1)C1=NC(=NC(=N1)C1=CC=CC=C1)C1=CC=CC=C1)C 2-[3'-(9,9-dimethyl-9H-fluoren-2-yl)biphenyl-3-yl]-4,6-Diphenyl-1,3,5-triazine